4-(4-(tetrahydro-2H-pyran-4-yl)piperazin-1-yl)pyridin-3-amine O1CCC(CC1)N1CCN(CC1)C1=C(C=NC=C1)N